(2R,3R,4S,5R,6R)-3,4,5-Tris(benzyloxy)-6-[(benzyloxy)methyl]-2-[4-chloro-3-(4-ethoxyphenoxy)phenyl]oxane C(C1=CC=CC=C1)O[C@@H]1[C@H](O[C@@H]([C@H]([C@H]1OCC1=CC=CC=C1)OCC1=CC=CC=C1)COCC1=CC=CC=C1)C1=CC(=C(C=C1)Cl)OC1=CC=C(C=C1)OCC